Cl.FCC1(CC1)N 1-(fluoromethyl)cyclopropylamine hydrochloride